C(C1=CC=CC=C1)OC(NCCC[C@@H](COC1=C(C(=CC(=C1)C(N)=O)[N+](=O)[O-])Cl)N)=O (S)-(4-amino-5-(5-carbamoyl-2-chloro-3-nitrophenoxy)pentyl)carbamic acid benzyl ester